octadieneamine C(=CC=CCCCC)N